O=C([C@@H](O)[C@H](O)[C@@H](O)[C@@H](O)CO)O l-gluconic acid